C1(=CC=CC=C1)C(C1=CC=CC=C1)=NC1=NC=C2C=C(N=C(C2=C1)NC(C)C)CCO 2-(7-((diphenylmethylene)amino)-1-(isopropylamino)-2,6-naphthyridin-3-yl)ethan-1-ol